C(C=CC1=CC=CC=C1)(=O)NCCCCNC(OC(C)(C)C)=O tert-butyl (4-cinnamamidobutyl)carbamate